SC[C@@H](SCCS)CSCCSC[C@@H](SCCS)CS (4R,11S)-4,11-Bis(mercaptomethyl)-3,6,9,12-tetrathiatetradecan-1,14-dithiol